CC=1SC2=C(C1C)CC[C@H](C2)NC(OC(C)(C)C)=O |r| racemic-tert-butyl N-(2,3-dimethyl-4,5,6,7-tetrahydrobenzothiophen-6-yl)carbamate